FC(C(C(F)(F)F)OC(=O)N1CCC2(CCCN2)CC1)(F)F.ClC1=CC=C(C=C1)C1(S(=O)(=O)CCC1)\C(=C\S(=O)(=O)C1=CC=C(C)C=C1)\C1=CC=CC=C1 (E)-(4-Chlorophenyl)(1-phenyl-2-tosylvinyl)sulfolane 1,1,1,3,3,3-hexafluoropropan-2-yl-1,8-diazaspiro[4.5]decane-8-carboxylate